CC=1N=C(C2=C(N1)OC=C2C(=O)N2CCN(CCC2)C)NC2(CC2)C methyl-5-(4-methyl-1,4-diazacycloheptane-1-carbonyl)-N-(1-methylcyclopropyl)furo[2,3-d]pyrimidin-4-amine